1-[[4-[2-(2-amino-3-pyridyl)-5-phenyl-imidazo[4,5-b]pyridin-3-yl]phenyl]carbamoyl]piperidine-4-carboxylic acid NC1=NC=CC=C1C1=NC=2C(=NC(=CC2)C2=CC=CC=C2)N1C1=CC=C(C=C1)NC(=O)N1CCC(CC1)C(=O)O